benzyl L-threoninate N[C@@H]([C@H](O)C)C(=O)OCC1=CC=CC=C1